C(C)(C)(C)N(C(=O)OC[C@@H]1[C@H](C[C@@H](O1)N1C=NC=2C(N=CN(C)C)=NC=NC12)O)[C@H]1C[C@H](CCC1)N1C=NC2=C1C=CC=C2 2'-deoxy-N-[(dimethylamino)methylene]Adenosine tert-butyl-((1R,3S)-3-(1H-benzo[d]imidazol-1-yl)cyclohexyl)carbamate